C(CCCCC(=O)O)(=O)O.C(CCCCCCC)C(CCCC)(O)O octylpentanediol adipate